C(C)(C)(C)[Si](C1=CC=CC=C1)(C1=CC=CC=C1)OC[C@H]1[C@@H](C1)[C@@H](CC=C)OC tert-butyl(((1R,2R)-2-((R)-1-methoxybut-3-en-1-yl)cyclopropyl)methoxy)diphenylsilane